FC(C=1C=CC(=NC1)OC=1C(=NC=CN1)C=1CCN(CC1)C(C=C)=O)(F)F 1-(4-(3-((5-(trifluoromethyl)pyridin-2-yl)oxy)pyrazin-2-yl)-3,6-dihydropyridin-1(2H)-yl)prop-2-en-1-one